C(C1=CC=CC=C1)C1=CN=C(S1)C1(S(CCN(C1)C(=O)C1=CC(=C(C=C1)Br)Cl)(=O)=O)F (2-(5-benzylthiazol-2-yl)-2-fluoro-1,1-dioxidothiomorpholino)(4-bromo-3-chlorophenyl)methanone